ethyl 3-methyl-6-(4-methylpiperazin-1-yl)benzo[b]thiophene-2-carboxylate CC=1C2=C(SC1C(=O)OCC)C=C(C=C2)N2CCN(CC2)C